4-(2-methylpyrrolidin-1-yl)-8,14-dioxa-10,19,20-triazatetracyclo[13.5.2.12,6.018,21]tricosa-1(20),2(23),3,5,15(22),16,18(21)-heptaen-9-one CC1N(CCC1)C1=CC=2C3=NNC=4C=CC(OCCCNC(OCC(=C1)C2)=O)=CC34